C1(CC1)NC1=NC(=NC=C1C(F)(F)F)NC1=C2C=NN(C2=CC=C1)CCS(=O)(=O)C N4-cyclopropyl-N2-(1-(2-(methylsulfonyl)ethyl)-1H-indazol-4-yl)-5-(trifluoromethyl)pyrimidine-2,4-diamine